COC1=NC=C(C=C1C(=O)N)NC(C(=O)N1[C@H](CC[C@@H](C1)C)C=1C=C2C(=NC1)NN=C2)=O 2-methoxy-5-[[2-[(2R,5S)-5-methyl-2-(1H-pyrazolo[3,4-b]pyridin-5-yl)-1-piperidyl]-2-oxo-acetyl]amino]pyridine-3-carboxamide